ClC1=CC2=C(N(C(N=C2N2[C@H](CN(CC2)C(C=C)=O)C)=O)C=2C(=NC=CC2C)C2CC2)N=C1C1=C(C=CC=C1)F 6-chloro-1-(2-cyclopropyl-4-methyl-3-pyridinyl)-7-(2-fluorophenyl)-4-((2S)-2-methyl-4-(2-propenoyl)-1-piperazinyl)pyrido-[2,3-d]pyrimidin-2(1H)-one